N(C(=O)N)C(=COC=C(NC(=O)N)CC(C)C)CC(C)C ureidoisobutylvinyl ether